C=CCC(\C=C\C)OC1=C(C(=C(C(=O)OC)C(=C1)C)O)C methyl (E)-4-(hepta-1,5-dien-4-yloxy)-2-hydroxy-3,6-dimethylbenzoate